C(C1=CC=CC=C1)OCC1=CC=C(C=C1)NC(=O)C1=CN=C(S1)C=1C=NC(=C(C(=O)O)C1)C 5-(5-((4-((benzyloxy)methyl)phenyl)carbamoyl)thiazol-2-yl)-2-methylnicotinic acid